OCCC=1C=C(C=CC1N1C[C@H](CC1)OC1=NC=C(C=C1)C(F)(F)F)C1=CCN(CC1)C(=O)OC(C)(C)C (S)-tert-butyl 4-(3-(2-hydroxyethyl)-4-(3-(5-(trifluoromethyl)pyridin-2-yloxy)pyrrolidin-1-yl)phenyl)-5,6-dihydropyridine-1(2H)-carboxylate